butyl (4-((4,4-difluorocyclohexyl)methoxy)pyrazolo[1,5-a]pyridin-7-yl)carbamate FC1(CCC(CC1)COC=1C=2N(C(=CC1)NC(OCCCC)=O)N=CC2)F